(tert-butoxycarbonylamino) octanoate C(CCCCCCC)(=O)ONC(=O)OC(C)(C)C